N1(CCCC1)S(=O)(=O)N1CC(CC1)=O 1-(pyrrolidin-1-sulfonyl)pyrrolidin-3-one